methylolmethylolpropane C(O)C(CC)CO